(Z)-N'-(pyrimidin-2-yl)-4-(1,4,4,4-tetrafluoro-3-(3,4,5-trichlorophenyl)but-1-en-1-yl)-2-(trifluoromethyl)benzoyl-hydrazine N1=C(N=CC=C1)NNC(C1=C(C=C(C=C1)/C(=C/C(C(F)(F)F)C1=CC(=C(C(=C1)Cl)Cl)Cl)/F)C(F)(F)F)=O